rac-4-((1R,3R)-1-oxido-3-phenyl-4,5-dihydro-3H-1λ6-isothiazol-1-yl)benzoic Acid O=[S@@]1(=N[C@H](CC1)C1=CC=CC=C1)C1=CC=C(C(=O)O)C=C1 |r|